ClCCCC1(NCC2(CC2(F)F)C1)C(=O)[O-] cis-6-(3-chloropropyl)-1,1-difluoro-5-azaspiro[2.4]heptane-6-carboxylate